C(C)(=O)O[C@@H]1[C@H]([C@H]2OC(OC[C@H]2O[C@H]1C(=O)O)(C)C)N1N=NC(=C1)C1=CC(=C(C(=C1)F)C)F (4aR,6R,7R,8S,8aR)-7-acetoxy-8-(4-(3,5-difluoro-4-methylphenyl)-1H-1,2,3-triazol-1-yl)-2,2-dimethyl-hexahydropyrano[3,2-d][1,3]dioxine-6-carboxylic acid